3,6-bis(4,4,5,5-tetramethyl-1,3,2-dioxaborolan-2-yl)-9H-carbazole CC1(OB(OC1(C)C)C=1C=CC=2NC3=CC=C(C=C3C2C1)B1OC(C(O1)(C)C)(C)C)C